FC1=C(C=C2C=C(N=CC2=C1)NC(OC1C2CC3CC(CC1C3)C2)=O)C2=C(C3=C(OCCN3)N=C2)C Adamantan-2-yl (7-fluoro-6-(8-methyl-2,3-dihydro-1H-pyrido[2,3-b][1,4]oxazin-7-yl)isoquinolin-3-yl)carbamate